2-((2s,3R,4s,5S)-perfluorocuban-1-yl)ethyl 4-methylbenzenesulfonate CC1=CC=C(C=C1)S(=O)(=O)OCCC12C3(C4(C5(C3(C1(C5(C24F)F)F)F)F)F)F